C(C)(C)(C)NC=1C=CC2=C(CN(CCC2)C([2H])([2H])[2H])N1 N-(tert-butyl)-8-(methyl-d3)-6,7,8,9-tetrahydro-5H-pyrido[2,3-c]azepin-2-amine